4-((3-(3-cyano-1-((1S,2R)-2-methoxycyclohexyl)-1H-pyrazol-4-yl)-2-methoxyphenyl)amino)-6-(cyclopropanecarboxamido)pyridazine-3-carboxamide C(#N)C1=NN(C=C1C=1C(=C(C=CC1)NC1=C(N=NC(=C1)NC(=O)C1CC1)C(=O)N)OC)[C@@H]1[C@@H](CCCC1)OC